[Cl-].ClCC(C[N+](C)(C)C)O 3-chloro-2-hydroxypropyl-trimethyl-ammonium chloride salt